trihydroxymethyl-bisphenol A OC(O)(O)C1=C(O)C=CC(=C1)C(C)(C)C1=CC=C(C=C1)O